4-(4-((1R,5S)-3,8-diazabicyclo[3.2.1]octan-3-yl)-2-(((2R,7aS)-2-fluorotetrahydro-1H-pyrrolizin-7a(5H)-yl)methoxy)quinazolin-7-yl)-5-ethynyl-6-fluoronaphthalen-2-ol [C@H]12CN(C[C@H](CC1)N2)C2=NC(=NC1=CC(=CC=C21)C2=CC(=CC1=CC=C(C(=C21)C#C)F)O)OC[C@]21CCCN1C[C@@H](C2)F